P([O-])([O-])[O-].[Ge+2].P([O-])([O-])[O-].[Ge+2].[Ge+2] Germanium phosphit